The molecule is an epoxy(hydroxy)icosatrienoic acid that is (8Z,11Z,14Z)-icosatrienoic acid having the epoxide group across positions 5-6 and the hydroxy substituent located at position 20. It is an epoxy(hydroxy)icosatrienoic acid and an omega-hydroxy fatty acid. It derives from an arachidonic acid. It is a conjugate acid of a 5,6-epoxy-20-hydroxy-(8Z,11Z,14Z)-icosatrienoate. C(CC/C=C\\C/C=C\\C/C=C\\CC1C(O1)CCCC(=O)O)CCO